naphthalene-1,7-dicarboxylic acid C1(=CC=CC2=CC=C(C=C12)C(=O)O)C(=O)O